2-amino-4-(hydroxymethyl)-N-(1-(pyrimidin-2-yl)ethyl)-N-((5-(trifluoromethyl)pyridin-2-yl)methyl)quinoline-6-carboxamide NC1=NC2=CC=C(C=C2C(=C1)CO)C(=O)N(CC1=NC=C(C=C1)C(F)(F)F)C(C)C1=NC=CC=N1